C(CC(C)C)OC=1C=C(C=O)C=CC1OCCC(C)C 3,4-diisopentyloxybenzaldehyde